C(#N)C(C)(C)N1C=NC(=C1)C(=O)OC(C)(C)C tert-butyl 1-(1-cyano-1-methyl-ethyl)imidazole-4-carboxylate